N1(CCNCC1)C1=CC=C(CCNC(=O)C=2C=C3C(=NC2)NC=C3)C=C1 N-(4-(piperazin-1-yl)phenethyl)-1H-pyrrolo[2,3-b]pyridine-5-carboxamide